1-methyl-1H-pyrazolo[4,3-b]Pyridine-5-carbonitrile CN1N=CC2=NC(=CC=C21)C#N